C12(CC(C1)C2)C2(CC2)NC(=O)NCC2=CC(=NC=C2)OC(F)F 1-[1-(1-bicyclo[1.1.1]pentanyl)cyclopropyl]-3-[[2-(difluoromethoxy)pyridin-4-yl]methyl]urea